NC1=NC2=CC=C(C=C2C=C1C)C(=O)N(CC=1N=NC(=CC1)C(F)(F)F)[C@@H]1CCOC=2C1=NC=CC2 2-amino-N-((4R)-3,4-dihydro-2H-pyrano[3,2-b]pyridin-4-yl)-3-methyl-N-((6-(trifluoromethyl)-3-pyridazinyl)methyl)-6-quinolinecarboxamide